5-bromo-4,4-dimethylpent-1-ene BrCC(CC=C)(C)C